(1R,6R,7R)-N-(2-(1-benzylpiperidin-4-yl)ethyl)-4-fluoro-2-methyl-3-oxo-2-azabicyclo[4.2.0]oct-4-ene-7-sulfonamide C(C1=CC=CC=C1)N1CCC(CC1)CCNS(=O)(=O)[C@H]1[C@@H]2C=C(C(N([C@@H]2C1)C)=O)F